CC1(COCC2(CC(=CC=C2)C)C)CC(=CC=C1)C 1,3-dimethylbenzyl ether